7-Bromo-6-chloro-1H-indene BrC=1C(=CC=C2C=CCC12)Cl